C[C@H]1N(C[C@@H](NC1)C)C=1C2=C(N=C(N1)OC[C@]13CCCN3C[C@@H](C1)F)C(=C(N=C2)C2=CC=CC1=CC=CC(=C21)C#C)F 4-((2R,5S)-2,5-dimethylpiperazin-1-yl)-7-(8-ethynylnaphthalen-1-yl)-8-fluoro-2-(((2R,7aS)-2-fluorotetrahydro-1H-pyrrolizin-7a(5H)-yl)methoxy)pyrido[4,3-d]pyrimidine